O(C1=CC=CC=C1)C1=NC(=NC=C1C(F)(F)F)NC1CNCCC1 4-phenoxy-N-(piperidin-3-yl)-5-(trifluoromethyl)pyrimidin-2-amine